C(#N)C1(CCN(CC1)C(=O)OC(C)(C)C)C1=CC=C(C=C1)F tert-butyl 4-cyano-4-(4-fluorophenyl)piperidine-1-carboxylate